tert-butyl-2-aminoacetate C(C)(C)(C)OC(CN)=O